4-(p-bromophenyl)dibenzo[b,d]furan BrC1=CC=C(C=C1)C1=CC=CC2=C1OC1=C2C=CC=C1